tetraoxaoctatriacontane OOOOCCCCCCCCCCCCCCCCCCCCCCCCCCCCCCCCCC